ClP(C1=CC=CC=C1)(C1=CC=CC=C1)=O P-chlorodiphenyl-phosphorus oxide